O1C(=CC=C1)CNC1=NC=C(C=2N1C=NC2C(=O)NC)C2=CC=CC=C2 5-((furan-2-ylmethyl)amino)-N-methyl-8-phenylimidazo[1,5-c]pyrimidine-1-carboxamide